N-[2-(p-ethylbenzenesulfonyloxy)phenyl]-N'-[4-(p-ethylbenzenesulfonyloxy)phenyl]urea C(C)C1=CC=C(C=C1)S(=O)(=O)OC1=C(C=CC=C1)NC(=O)NC1=CC=C(C=C1)OS(=O)(=O)C1=CC=C(C=C1)CC